OCC1(CCN(CC1)CC1=CN=C(N1CC1=CC=C(C#N)C=C1)C)CC1=CC(=CC=C1)Cl 4-{5-[4-hydroxymethyl-4-(3-chlorobenzyl)-piperidin-1-ylmethyl]-2-methylimidazol-1-ylmethyl}benzonitrile